CC(CCNC(=O)C=1N=C(SC1)NS(=O)(=O)C)(C)C N-(3,3-dimethylbutyl)-2-(methylsulfonamido)thiazole-4-carboxamide